C(C)NCCO N-ethylmonoethanolamine